2-(4'-bromo[1,1'-biphenyl]-4-yl)-4,6-diphenyl-1,3,5-triazine BrC1=CC=C(C=C1)C1=CC=C(C=C1)C1=NC(=NC(=N1)C1=CC=CC=C1)C1=CC=CC=C1